8-((2R,5R)-4-(bis(4-fluorophenyl)methyl)-2,5-dimethylpiperazin-1-yl)-7-chloro-5-methyl-6-oxo-5,6-dihydro-1,5-naphthyridine-2-carbonitrile FC1=CC=C(C=C1)C(N1C[C@H](N(C[C@H]1C)C1=C(C(N(C=2C=CC(=NC12)C#N)C)=O)Cl)C)C1=CC=C(C=C1)F